BrC1=NC=CC=C1CC=1C(=NN(C1)CC)C(=O)O 4-((2-bromopyridin-3-yl)methyl)-1-ethyl-1H-pyrazole-3-carboxylic acid